3-(2-(azetidin-1-yl)ethyl)-1H-pyrrolo[2,3-b]pyridine-5-carbonitrile fumarate salt C(\C=C\C(=O)O)(=O)O.N1(CCC1)CCC1=CNC2=NC=C(C=C21)C#N